NC=1C2=C(N=CN1)N(C=C2C=2C(=C(C=CC2)NS(=O)(=O)C=2C=NC(=C(C2)Br)Cl)F)C 5-Bromo-6-chloro-pyridine-3-sulfonic acid [3-(4-amino-7-methyl-7H-pyrrolo[2,3-d]pyrimidin-5-yl)-2-fluorophenyl]-amide